4-((3-(4-Cyclopropyl-1H-imidazol-1-yl)phenyl)((4-(4-methoxy-3-methylphenyl)bicyclo[2.2.2]octan-1-yl)methyl)carbamoyl)cyclohexyl trans-3-hydroxyazetidine-1-carboxylate OC1CN(C1)C(=O)OC1CCC(CC1)C(N(CC12CCC(CC1)(CC2)C2=CC(=C(C=C2)OC)C)C2=CC(=CC=C2)N2C=NC(=C2)C2CC2)=O